1-(7-amino-6-methoxy-3,4-dihydroisoquinolin-2(1H)-yl)-2,2,2-trifluoroethane-1-one NC1=C(C=C2CCN(CC2=C1)C(C(F)(F)F)=O)OC